3-(4-isoquinolyl)-7-[5-methoxy-2-(8-methyl-[1,2,4]triazolo[1,5-a]pyridin-6-yl)phenyl]-1H-quinazoline-2,4-dione C1=NC=C(C2=CC=CC=C12)N1C(NC2=CC(=CC=C2C1=O)C1=C(C=CC(=C1)OC)C=1C=C(C=2N(C1)N=CN2)C)=O